C(C1=CC=CC=C1)(=O)OOOC(C)(C)C t-butylperoxy benzoate